5-((3,5-difluoropyridin-2-yl)(4-oxa-7-azaspiro[2.5]octan-7-yl)methyl)-2-methylbenzo[d]thiazol-4-ol FC=1C(=NC=C(C1)F)C(C1=CC=C2C(N=C(S2)C)=C1O)N1CCOC2(CC2)C1